tert-Butyl (R)-3,4-dichloro-12-oxo-1-((2S,3S)-2,3,4-trimethylpiperazin-1-yl)-6a,7,9,10-tetrahydro-6H-pyrazino[2,1-c]pyrido[3,4-f][1,4]oxazepine-8(12H)-carboxylate ClC1=C(C2=C(C(N3[C@@H](CO2)CN(CC3)C(=O)OC(C)(C)C)=O)C(=N1)N1[C@H]([C@@H](N(CC1)C)C)C)Cl